2-chloro-N-methyl-5-(trifluoromethyl)pyridin-4-amine ClC1=NC=C(C(=C1)NC)C(F)(F)F